quinolin-1-yl-1,2,3,4-tetrahydroisoquinoline N1(CC=CC2=CC=CC=C12)C1NCCC2=CC=CC=C12